4-(6-(9H-carbazole-9-yl)hexyloxy)phenyl-acetonitrile C1=CC=CC=2C3=CC=CC=C3N(C12)CCCCCCOC1=CC=C(C=C1)CC#N